C(CCC\C=C/C\C=C/C\C=C/C\C=C/CCCCC)(=O)C(O)C(O)CO arachidonoyl-glycerol